(2-amino-3-(3-((6-((5-methylisoxazol-3-yl)methoxy)pyridin-3-yl)methyl)isoxazol-5-yl)pyridin-1-ium-1-yl)methyl hydrogen phosphate P(=O)(OC[N+]1=C(C(=CC=C1)C1=CC(=NO1)CC=1C=NC(=CC1)OCC1=NOC(=C1)C)N)(O)[O-]